ClC1=NC=CC(=C1)C1=NN=C(O1)C(O)=NN 5-(2-chloropyridin-4-yl)-1,3,4-oxadiazole-2-carboxylic acid hydrazone